4-morpholino-N-(3-oxo-2,3-dihydro-4H-benzo[b][1,4]oxazin-4-yl)-8-(2,3,5-trifluorophenyl)quinoline O1CCN(CC1)C1=CCN(C2=C(C=CC=C12)C1=C(C(=CC(=C1)F)F)F)N1C2=C(OCC1=O)C=CC=C2